CCC(CC(CC)=O)=O 3,5-Heptanedione